C(C#CC)(=O)N1CC(C1)(C1=C(C(=CC=C1F)Cl)Cl)NC1=CC=C2C=CN(C(C2=C1)=O)C 7-((1-(but-2-ynoyl)-3-(2,3-dichloro-6-fluorophenyl)azetidin-3-yl)amino)-2-methylisoquinolin-1(2H)-one